FC1=NNC=C1[C@@H]1CN(C[C@@H](C1)C)C1(NC=CC=N1)C1=CN=C2N1C=C(N=C2)C(F)(F)F 3-(2-((3R,5r)-3-(3-fluoro-1H-pyrazol-4-yl)-5-methylpiperidin-1-yl)pyrimidin-2-yl)-6-(trifluoromethyl)imidazo[1,2-a]pyrazine